P(O)(=O)(OP(=O)(O)OP(=O)(O)O)OC[C@@H]1[C@H]([C@H]([C@@H](O1)N1C=NC=2C(O)=NC=NC12)OC)O O-methyl inosine-5'-triphosphate